N1-(tetrahydro-2H-pyran-4-yl)cyclohexane-1,4-diamine dihydrochloride Cl.Cl.O1CCC(CC1)NC1CCC(CC1)N